O=C1NC(CCC1C1=NN(C2=CC(=CC=C12)C1CCN(CC1)CC1CCC2(CCN(CC2)C(=O)OC(C)(C)C)CC1)C)=O tert-butyl 9-((4-(3-(2,6-dioxopiperidin-3-yl)-1-methyl-1H-indazol-6-yl)piperidin-1-yl)methyl)-3-azaspiro[5.5]undecane-3-carboxylate